6-bromo-3-(methoxymethoxy)picolinic acid methyl ester COC(C1=NC(=CC=C1OCOC)Br)=O